N-[2-methoxy-4-(trifluoromethoxy)phenyl]-1,1-diphenyl-methanimine COC1=C(C=CC(=C1)OC(F)(F)F)N=C(C1=CC=CC=C1)C1=CC=CC=C1